NCCOC[C@@]12C[C@H](N([C@H]2C1)C(=O)OC(C)(C)C)C(=O)OC 2-(tert-butyl) 3-methyl (1S,3S,5R)-5-((2-aminoethoxy)methyl)-2-azabicyclo-[3.1.0]hexane-2,3-dicarboxylate